tert-Butyl (5S)-5-methyl-2-oxo-3-(3,4,5-trifluorobenzoyl)piperidine-1-carboxylate C[C@H]1CC(C(N(C1)C(=O)OC(C)(C)C)=O)C(C1=CC(=C(C(=C1)F)F)F)=O